(E)-1-(3,4-dichlorophenyl)ethan-1-one-2,2-d2 ClC=1C=C(C=CC1Cl)C(C([2H])[2H])=O